[2H]C(C(=O)NCC=1C=C(C2=C(CCO2)C1CO)C1=CC=C(C=C1)OC(F)(F)F)=C([2H])[2H] 2,3,3-Trideuterio-N-((4-(hydroxymethyl)-7-(4-(trifluoromethoxy)phenyl)-2,3-dihydrobenzofuran-5-yl)methyl)prop-2-enamide